FC=1C=C(C=CC1C#N)OC(C1=CC=C(C=C1)CC)=O 4-ethyl-benzoic acid-3-fluoro-4-cyanophenyl ester